NC1CN(CCCC1)C1=NN(C(C2=CC=CC=C12)=O)C1=C(C=C(C=C1)F)F 4-(3-aminoazepan-1-yl)-2-(2,4-difluorophenyl)phthalazin-1(2H)-one